C12(CC3CC(CC(C1)C3)C2)CNC(=O)C=2C=C3C=CN(C3=CC2)CC2=CC=C(C(=O)OC)C=C2 Methyl 4-((5-((((3r,5r,7r)-adamantan-1-yl)methyl)carbamoyl)-1H-indol-1-yl)methyl)benzoate